CC=1C=CC=C2C(NC(=NC12)CSC1COC1)=O 8-methyl-2-((oxetan-3-ylsulfanyl)methyl)quinazolin-4(3H)-one